5-(4-methoxyphenyl)-N-(3-(methylsulfonamido)phenyl)-1H-pyrazole-3-carboxamide COC1=CC=C(C=C1)C1=CC(=NN1)C(=O)NC1=CC(=CC=C1)NS(=O)(=O)C